[Si](C)(C)(C(C)(C)C)OCC1(CCC1)COC1=NC2=C(C=C(C(=C2C(=N1)N1CC2CCC(C1)N2C(=O)OC(C)(C)C)OC)F)F tert-butyl 3-(2-((1-(((tert-butyldimethylsilyl)oxy)methyl) cyclobutyl)methoxy)-6,8-difluoro-5-methoxyquinazolin-4-yl)-3,8-diazabicyclo[3.2.1]octane-8-carboxylate